ClC1=CC2=C(N(C=N2)C)C=C1F 5-chloro-6-fluoro-1-methyl-1H-1,3-benzodiazol